indoleacrylamide N1C(=CC2=CC=CC=C12)C=CC(=O)N